C(C)(C)(C)O\N=C(/[C@H]1C[C@@H]([C@@H](CC1)N(C1=C(C(N(C=2C=CC(=NC12)C#N)C)=O)C#N)C)O)\C1=CC=C(C=C1)F 8-(((1R,2S,4R)-4-((E)-(tert-butoxyimino)(4-fluorophenyl)methyl)-2-hydroxycyclohexyl)(methyl)amino)-5-methyl-6-oxo-5,6-dihydro-1,5-naphthyridine-2,7-dicarbonitrile